ClC=1C=C2C(C=CN(C2=CC1N1[C@H](CCC1)COC1=NC=CC=C1Cl)C=1C=C2CCOCC2=CC1)=O (R)-6-chloro-7-(2-(((3-chloropyridin-2-yl)oxy)methyl)pyrrolidin-1-yl)-1-(isochroman-6-yl)-4-oxo-1,4-dihydroquinoline